C[C@@]12C(CC[C@H]1[C@@H]1CCC3=C(C(CC[C@]3(C)[C@H]1CC2)=O)O)=O 4-androsten-4-ol-3,17-dione